N-(2,6-dimethylphenyl)-N-(2-methoxyacetyl)alanine methyl ester COC([C@@H](N(C(COC)=O)C1=C(C=CC=C1C)C)C)=O